cis-Dimethylsilanediyl-[2-methyl-4-(3,5-dimethylphenyl)-5-methoxy-6-tert-butyl-inden-1-yl][2,6-dimethyl-4-(3,5-dimethylphenyl)-inden-1-yl]zirconium dichloride [Cl-].[Cl-].C[Si](=[Zr+2](C1C(=CC2=C(C=C(C=C12)C)C1=CC(=CC(=C1)C)C)C)C1C(=CC2=C(C(=C(C=C12)C(C)(C)C)OC)C1=CC(=CC(=C1)C)C)C)C